FC1=CC=C(C=C1)\C=C\C(=O)C1=C(C(=C(C=C1)OC)CN(CC)CC)O 4-fluoro-2'-hydroxy-4'-methoxy-3'-diethylaminomethyl-chalcone